4-amino-1-(1,1-difluoroethyl)cyclohexane-1-ol NC1CCC(CC1)(O)C(C)(F)F